FC=1C=C(C=NC1)OC(N(CC)CC)=O diethylcarbamic acid 5-fluoropyridin-3-yl ester